OCC1CCC(CC1)N1C(C2=CC(=C(C=C2C1)NC(=O)C1=NC(=CC=C1)C(F)(F)F)OC)(C)C N-[2-[4-(hydroxymethyl)cyclohexyl]-6-methoxy-1,1-dimethyl-isoindolin-5-yl]-6-(trifluoromethyl)pyridine-2-carboxamide